ClC(C1(CC=C(C=C1)CCCC)C(=O)C1(CC=C(C=C1)CCCC)C(Cl)(Cl)Cl)(Cl)Cl 1-trichloromethyl-(p-butylphenyl) ketone